COC1=C2CC[C@@H](CC2=CC=C1)N([C@H](CO)C1=CC=CC=C1)CCC (S)-2-(((S)-5-methoxy-1,2,3,4-tetrahydronaphthalen-2-yl)(n-propyl)amino)-2-phenylethyl alcohol